C1(CC1)S(=O)(=O)NC1=NC=CC(=N1)C(C(=O)NC1=CC=C(C=N1)C=1C=NC=C(C1)C(F)(F)F)CC 2-(2-(cyclopropanesulfonamido)pyrimidin-4-yl)-N-(5'-(trifluoromethyl)-[3,3'-bipyridin]-6-yl)butanamide